1-(4-trifluoromethoxyphenyl)azetidine FC(OC1=CC=C(C=C1)N1CCC1)(F)F